FC1=C(C=CC(=C1)F)C(F)(F)N1CCCCC1 ((2,4-difluorophenyl)difluoromethyl)piperidine